NC=1C(NC2=C(C=C(C=C2C1C=1C2=CN(N=C2C(=CC1)Cl)C1OCCCC1)Cl)Br)=O 3-amino-8-bromo-6-chloro-4-[7-chloro-2-(oxan-2-yl)indazol-4-yl]-1H-quinolin-2-one